5-(trans-4-(((3-(2-Cyclopropylthiazol-5-yl)phenyl)amino)methyl)cyclohexyl)-N,N-dimethylpyridin-2-amine C1(CC1)C=1SC(=CN1)C=1C=C(C=CC1)NC[C@@H]1CC[C@H](CC1)C=1C=CC(=NC1)N(C)C